2-[2-[2-[4-[[(4S)-4-Fmoc-amino-5-tert-butoxy-5-oxo-pentanoyl]amino]-butylcarbamoylamino]ethoxy]ethoxy]acetic acid C(=O)(OCC1C2=CC=CC=C2C2=CC=CC=C12)[C@H](CC(C(=O)NCCCCNC(=O)NCCOCCOCC(=O)O)N)C(=O)OC(C)(C)C